4-(4-fluorobenzoyl)butyrate FC1=CC=C(C(=O)CCCC(=O)[O-])C=C1